BrC1=NN(C(=C1)C1CC(CC1)O[Si](C)(C)C(C)(C)C)COCC[Si](C)(C)C 3-bromo-5-(3-((tert-butyldimethylsilyl)oxy)cyclopentyl)-1-((2-(trimethylsilyl)ethoxy)methyl)-1H-pyrazole